dithiodiglycolate C(COCC(=S)[O-])(=S)[O-]